(R)-9-(6-fluoropyridin-3-yl)-1-methyl-4-((1-methyl-1H-pyrazol-4-yl)methyl)-N-(1-methylcyclopropyl)-5-oxo-1,2,4,5-tetrahydroimidazo[1,2-a]quinazoline-7-sulfonamide FC1=CC=C(C=N1)C=1C=C(C=C2C(N(C=3N(C12)[C@@H](CN3)C)CC=3C=NN(C3)C)=O)S(=O)(=O)NC3(CC3)C